6-Bromo-3,3-dimethyl-2,3-dihydro-pyrrolo[3,2-b]pyridine BrC=1C=C2C(=NC1)C(CN2)(C)C